5-chloro-2-[(6-chloro-8-methoxy-3-thiomorpholinylsulfonyl-4-quinolinyl)amino]benzoic acid ClC=1C=CC(=C(C(=O)O)C1)NC1=C(C=NC2=C(C=C(C=C12)Cl)OC)S(=O)(=O)N1CCSCC1